methyl-(2R,4R)-2-methylpiperidine-4-carboxylate COC(=O)[C@H]1C[C@H](NCC1)C